ClC=1C=C(C=C(C1)Cl)C1=NC(=CC(=C1)CN1CCC(CC1)CC(=O)N)OC=1C=NC(=NC1)N1CCNCC1 2-(1-((2-(3,5-dichloro-phenyl)-6-((2-(piperazin-1-yl)pyrimidin-5-yl)oxy)pyridin-4-yl)methyl)piperidin-4-yl)acetamide